NC1=CC=CC(=N1)S(=O)(=O)NC(=O)C=1C(=NC(=CC1)C1=CC(=CC(=C1)OCC(C)C)F)N1CC(CCC1)C1CC1 N-[(6-Amino-2-pyridyl)sulfonyl]-2-(3-cyclopropyl-1-piperidyl)-6-(3-fluoro-5-isobutoxyphenyl)pyridin-3-carboxamid